FC(C(=O)O)(F)F.ClC1=NC2=CC3=C(C=C2C(=C1S(=O)(=O)CC)C1=CC=C(C=C1)F)C=NN3 7-chloro-6-ethylsulfonyl-5-(4-fluorophenyl)-1H-pyrazolo[4,3-g]Quinoline (trifluoroacetate)